3-(4-bromophenyl)-6-(piperidin-1-ylmethyl)pyridazine BrC1=CC=C(C=C1)C=1N=NC(=CC1)CN1CCCCC1